ClC1=C(C(=CC=C1Cl)O)[C@H]1C[C@@H]2N(C([C@H](NC2=O)CO)=O)CC1 (3r,8r,9as)-8-(2,3-dichloro-6-hydroxyphenyl)-3-(hydroxymethyl)-hexahydro-2H-pyrido[1,2-a]pyrazine-1,4-dione